CC=1C=C2C(C=C(OC2=C(C1)C(C)NC1=C(C(=O)O)C=CC=C1)C=1C=NN(C1)C)=O 2-((1-(6-Methyl-2-(1-methyl-1H-pyrazol-4-yl)-4-oxo-4H-chromen-8-yl)ethyl)amino)benzoic acid